tert-butyl (exo)-3-[cyclopropyl(6-{4-[1-(oxan-2-yl) pyrazol-4-yl]-1,3-benzothiazol-7-yl} pyridazin-3-yl) amino]-8-azabicyclo[3.2.1]octane-8-carboxylate C1(CC1)N(C1CC2CCC(C1)N2C(=O)OC(C)(C)C)C=2N=NC(=CC2)C2=CC=C(C=1N=CSC12)C=1C=NN(C1)C1OCCCC1